C(C)(=O)C1=NN(C2=CC=C(C=C12)C=1C=NC(=NC1)C)CC(=O)N1[C@@H](C[C@H](C1)F)C(=O)NC1=NC=C(C=C1)F (2S,4R)-1-(2-(3-acetyl-5-(2-methylpyrimidin-5-yl)-1H-indazol-1-yl)acetyl)-4-fluoro-N-(5-fluoropyridin-2-yl)pyrrolidine-2-carboxamide